methyl 2-amino-3-(5,6,7,8-tetrahydro-[1,2,4]triazolo[4,3-a]pyridin-8-yl)propanoate NC(C(=O)OC)CC1C=2N(CCC1)C=NN2